N1N=C(C2=CC=CC=C12)C1=NC=2CNCCC2C=C1 2-(1H-indazol-3-yl)-5,6,7,8-tetrahydro-1,7-naphthyridine